5-((1S,5R)-1-(4-methyl-5-(pyrrolidin-1-ylmethyl)-4H-1,2,4-triazol-3-yl)-5-(trifluoromethyl)-3-azabicyclo[3.1.0]hexan-3-yl)quinoline-8-carbonitrile CN1C(=NN=C1CN1CCCC1)[C@@]12CN(C[C@]2(C1)C(F)(F)F)C1=C2C=CC=NC2=C(C=C1)C#N